N=1C=CN2C1C=CC=C2S(=O)(=O)C=2C=C1C=NN(C(C1=CC2)=O)CC=2C=NC(=CC2)OC 6-(imidazo[1,2-a]pyridin-5-ylsulfonyl)-2-((6-methoxypyridin-3-yl)methyl)phthalazin-1(2H)-one